8-(5-chloro-2,3-difluoro-phenyl)-N-(2,3-dihydro-1,4-benzoxazin-4-yl)-7-fluoro-4-morpholino-quinoline-3-carboxamide ClC=1C=C(C(=C(C1)C=1C(=CC=C2C(=C(C=NC12)C(=O)NN1CCOC2=C1C=CC=C2)N2CCOCC2)F)F)F